2-(4-(bromomethyl)phenyl)-1-ethyl-4-methyl-1H-imidazole BrCC1=CC=C(C=C1)C=1N(C=C(N1)C)CC